N-((3r,5s)-5-((1H-1,2,3-triazol-1-yl)methyl)-1-cyanopyrrolidin-3-yl)-5-(2-chloro-5-(trifluoromethoxy)phenyl)-1,3,4-oxadiazole-2-carboxamide N1(N=NC=C1)C[C@@H]1C[C@H](CN1C#N)NC(=O)C=1OC(=NN1)C1=C(C=CC(=C1)OC(F)(F)F)Cl